methyl (E)-3-(3-methoxy-3-oxoprop-1-en-1-yl)benzoate COC(/C=C/C=1C=C(C(=O)OC)C=CC1)=O